(R)-N-(3-(5-fluoro-2-((5-(2-(methylamino)-2-oxoethoxy)pyridin-3-yl)amino)pyrimidin-4-yl)-1H-indol-7-yl)-3-methoxy-2-(4-methylpiperazin-1-yl)propanamide FC=1C(=NC(=NC1)NC=1C=NC=C(C1)OCC(=O)NC)C1=CNC2=C(C=CC=C12)NC([C@@H](COC)N1CCN(CC1)C)=O